4-((2-(2,6-dioxopiperidin-3-yl)-1,3-dioxoisoindol-5-yl)ethynyl)piperazine-1-carboxylic acid tert-butyl ester C(C)(C)(C)OC(=O)N1CCN(CC1)C#CC=1C=C2C(N(C(C2=CC1)=O)C1C(NC(CC1)=O)=O)=O